OC1C[C@]2(CC[C@@](C1)(N2C(=O)OC(C)(C)C)C)C tert-butyl (1R,3S,5S)-3-hydroxy-1,5-dimethyl-8-azabicyclo[3.2.1]octane-8-carboxylate